[18F][C@@]1([C@H](O)[C@H](O)[C@@H](CO)O1)N1C=NC=2C(N)=NC=NC12 [18F]Fluoroadenosine